[Cl-].[Cl-].C[SiH](C)[Zr+2](C1C(=C(C(=C1C)C)C)C)C1C(=CC2=C(C(=C(C=C12)C(C)(C)C)OC)C1=CC=C(C=C1)C(C)(C)C)C Dimethylsilyl-(6-tert-butyl-4-(4-tert-butylphenyl)-5-methoxy-2-methylindenyl)(2,3,4,5-tetramethylcyclopentadienyl)zirconium dichloride